3,6-bis({3-phenyl-[1,1'-biphenyl]-2-yl})-[1,1'-biphenyl] C1(=CC=CC=C1)C=1C(=C(C=CC1)C1=CC=CC=C1)C=1C=C(C(=CC1)C1=C(C=CC=C1C1=CC=CC=C1)C1=CC=CC=C1)C1=CC=CC=C1